COC(=O)C=1C=C2C(=CC(=NC2=CC1)Cl)F 2-chloro-4-fluoroquinoline-6-carboxylic acid methyl ester